sodium dihydroxybutanesulfonate OC(CCC)(S(=O)(=O)[O-])O.[Na+]